C(C)C1=C(C(=O)O)C(=C(C(=N1)Cl)F)N(C(C)=O)CC1=CC=CC=C1 ethyl-4-(N-benzylacetamido)-6-chloro-5-fluoronicotinic acid